C(C)(C)(C)OC(=O)N1CC=2N(C=3C(=C(C=C(C3C2)NC(=O)OC(C)(C)C)Cl)Cl)CC1.C(#C)C1=C(C=CC=C1)[Co] (ethynylphenyl)cobalt tert-butyl-9-(tert-butoxycarbonylamino)-6,7-dichloro-3,4-dihydro-1H-pyrazino[1,2-a]indole-2-carboxylate